C(C)[C@H]1OC2=C(C=NC1)C=C1C(=C2)OC(O1)(F)F (R)-6-ethyl-2,2-difluoro-6,7-dihydro-[1,3]dioxolo[4',5':4,5]benzo[1,2-f][1,4]oxazepin